3-chloro-5-[1-[4-[2-chloro-4-[2-(2,2-dimethoxyethoxy)ethylamino]quinazolin-6-yl]phenyl]-1-methyl-ethyl]-2-(2-chloroethoxy)benzonitrile ClC=1C(=C(C#N)C=C(C1)C(C)(C)C1=CC=C(C=C1)C=1C=C2C(=NC(=NC2=CC1)Cl)NCCOCC(OC)OC)OCCCl